2-phenylimidazo[1,2-a]pyridine-6-carboxaldehyde C1(=CC=CC=C1)C=1N=C2N(C=C(C=C2)C=O)C1